1-aminobutan NCCCC